1-(hydroxymethyl)tetralin-1-carboxylic acid OCC1(CCCC2=CC=CC=C12)C(=O)O